CC(CC)(C(CC)C)C 3,3,4-trimethylhexane